(+)-{4-[3-(propan-2-yl)-[1,2,4]triazolo[4,3-a]pyridin-6-yl]phenyl}[trans-4-{[4-(pentafluoro-λ6-sulfanyl)phenyl]amino}cyclohexyl](imino)-λ6-sulfanone CC(C)C1=NN=C2N1C=C(C=C2)C2=CC=C(C=C2)S(=O)(=N)[C@@H]2CC[C@H](CC2)NC2=CC=C(C=C2)S(F)(F)(F)(F)F